(ethyl-(ethoxycarbonyl)iodomethyl)triphenylphosphine iodide [I-].C(C)C(I)(C(=O)OCC)C1=C(C=CC=C1)P(C1=CC=CC=C1)C1=CC=CC=C1